(S)-2,6-dioxo-N-(4-((4-(4-propylpiperidin-1-yl)phenyl)amino)benzyl)hexahydropyrimidine-4-carboxamide O=C1NC(C[C@H](N1)C(=O)NCC1=CC=C(C=C1)NC1=CC=C(C=C1)N1CCC(CC1)CCC)=O